3,3-difluoropropanoic anhydride FC(CC(=O)OC(CC(F)F)=O)F